CN1N=CC(=C1)C(=O)O 1-methyl-1H-pyrazole-4-Carboxylic acid